The molecule is an amino oligosaccharide that is a branched tetradecasaccharide derivative comprised of a mannose residue to which is linked an N-acetylgalactosaminyl residue at O-2, a glucosyl residue at O-3 and a beta-D-QuiN4Fm-(1->4)-alpha-D-GalNAcAN-(1->2)-alpha-D-GalNAcAN-(1->3)-beta-D-QuiNAc-(1->2)-beta-D-QuiN4Fm-(1->4)-alpha-D-GalNAcAN-(1->2)-alpha-D-GalNAcAN-(1->3)-beta-D-QuiNAc-(1->2)-beta-D-QuiN4Fm-(1->4)-alpha-D-GalNAcAN-(1->4)-alpha-D-GalNAcAN-(1->3)-beta-D-QuiNAc dodecasaccharide chain at O-4, all linked to an [alpha-D-Glc-(1->2)]-alpha-D-Man-(1->5)-alpha-Kdo branched trisaccharide unit. It is an amino oligosaccharide and a galactosamine oligosaccharide. C[C@@H]1[C@H]([C@@H]([C@H]([C@@H](O1)O[C@@H]2[C@@H]([C@H]([C@H](O[C@@H]2C(=O)N)O[C@@H]3[C@@H]([C@H]([C@H](O[C@@H]3C(=O)N)O[C@@H]4[C@H]([C@@H](O[C@@H]([C@H]4O)C)O[C@@H]5[C@H]([C@@H]([C@H](O[C@H]5O[C@@H]6[C@@H]([C@H]([C@H](O[C@@H]6C(=O)N)O[C@@H]7[C@@H]([C@H]([C@H](O[C@@H]7C(=O)N)O[C@@H]8[C@H]([C@@H](O[C@@H]([C@H]8O)C)O[C@@H]9[C@H]([C@@H]([C@H](O[C@H]9O[C@@H]1[C@@H]([C@H]([C@H](O[C@@H]1C(=O)N)O[C@@H]1[C@@H]([C@H]([C@H](O[C@@H]1C(=O)N)O[C@@H]1[C@H]([C@@H](O[C@@H]([C@H]1O)C)O[C@@H]1[C@H](O[C@H]([C@H]([C@H]1O[C@@H]1[C@@H]([C@H]([C@@H]([C@H](O1)CO)O)O)O)O[C@@H]1[C@@H]([C@H]([C@H]([C@H](O1)CO)O)O)N)O[C@@H]1[C@H](O[C@@H]([C@H]([C@H]1O)O[C@H]1[C@@H]([C@H]([C@@H]([C@H](O1)CO)O)O)O)O[C@@H]1[C@@H](C[C@@](O[C@@H]1[C@@H](CO)O)(C(=O)O)O)O)CO)CO)NC(=O)C)NC(=O)C)O)NC(=O)C)O)C)NC=O)O)NC(=O)C)NC(=O)C)O)NC(=O)C)O)C)NC=O)O)NC(=O)C)NC(=O)C)O)NC(=O)C)O)O)O)NC=O